(R)-2-amino-1-((R)-3-(4-amino-(4-phenoxyphenyl)-1H-pyrazolo[3,4-d]pyrimidin-1-yl)piperidin-1-yl)propan-1-one N[C@@H](C(=O)N1C[C@@H](CCC1)N1N=C(C=2C1=NC=NC2N)C2=CC=C(C=C2)OC2=CC=CC=C2)C